NC=1C=C(C=CC1F)B(O)O (3-amino-4-fluorophenyl)boranediol